CN(C1=NC(N(C2=CC(=CC=C12)C(F)(F)F)C1=CC(=CS1)C(=O)NC1=CC(=CC=C1)N1C(N=C(C2=CC=C(C=C12)C(F)(F)F)N(C)C)=O)=O)C 5-(4-(Dimethylamino)-2-oxo-7-(trifluoromethyl)quinazolin-1(2H)-yl)-N-(3-(4-(dimethylamino)-2-oxo-7-(trifluoromethyl)quinazolin-1(2H)-yl)phenyl)thiophene-3-carboxamide